2-(5-Chloropyridin-3-yl)-2-methylpropionic acid ClC=1C=C(C=NC1)C(C(=O)O)(C)C